OC[C@@H]1C[C@@]2(CCCN2[C@@H]1C1=C(C=CC=C1)OCOC)C(=O)OC(C)(C)C tert-butyl (2R,3S,7aS)-2-(hydroxymethyl)-3-(2-(methoxymethoxy)phenyl)tetrahydro-1H-pyrrolizine-7a(5H)-carboxylate